2-fluoro-N-((2R)-3-methyl-1-(2-methyl-1,3-dioxo-4-phenyl-2,8-diazaspiro[4.5]decan-8-yl)-1-oxobutan-2-yl)-5-(trifluoromethoxy)benzamide FC1=C(C(=O)N[C@@H](C(=O)N2CCC3(C(C(N(C3=O)C)=O)C3=CC=CC=C3)CC2)C(C)C)C=C(C=C1)OC(F)(F)F